ClC=1C=NC(=C(C(=O)NC2CCC(CC2)CN2C(N(C3=C2C=CC=C3)C=3N=NC=CC3C#N)=O)C1)C(F)(F)F 5-chloro-N-((1r,4r)-4-((3-(4-cyanopyridazin-3-yl)-2-oxo-2,3-dihydro-1H-benzo[d]imidazol-1-yl)methyl)cyclohexyl)-2-(trifluoro-methyl)nicotinamide